C(C)C1C(OC1)COCC1OCC1CC (3-ethyl-oxetanyl methyl) ether